3-[5-(6-fluoropyridin-3-yl)-2-thienyl]-5-(trifluoromethyl)-4,5-dihydro-1,2-oxazol-5-ol FC1=CC=C(C=N1)C1=CC=C(S1)C1=NOC(C1)(O)C(F)(F)F